3,7-Dimethylphenoxazine CC=1C=CC=2NC3=CC=C(C=C3OC2C1)C